1-[5-tert-butyl-2-(p-tolyl)pyrazol-3-yl]-3-[4-[(3-oxo-4H-pyrido[3,2-b][1,4]oxazin-8-yl)oxy]-2-(trifluoromethyl)phenyl]urea C(C)(C)(C)C=1C=C(N(N1)C1=CC=C(C=C1)C)NC(=O)NC1=C(C=C(C=C1)OC1=CC=NC2=C1OCC(N2)=O)C(F)(F)F